FC=1C(=CC2=C(N(N=N2)C)C1C)O 6-fluoro-1,7-dimethyl-1H-benzo[d][1,2,3]triazol-5-ol